Tert-butyl (2s,4s)-2-((4-bromophenyl) carbamoyl)-4-hydroxypyrrolidine-1-carboxylate BrC1=CC=C(C=C1)NC(=O)[C@H]1N(C[C@H](C1)O)C(=O)OC(C)(C)C